[N+](=O)([O-])C1=CC=C(COC(=O)\N=C(\N2CCC(CC2)=O)/NC(OCC2=CC=C(C=C2)[N+](=O)[O-])=O)C=C1 4-nitrobenzyl (E)-(((((4-nitrobenzyl)oxy)carbonyl)imino)(4-oxopiperidin-1-yl)methyl)carbamate